NC1=NC2=CC=C(C=C2C=C1O[C@@H](C)C1=C(C=CC(=N1)O)N1N=CC=C1)F 6-{(1S)-1-[(2-amino-6-fluoroquinolin-3-yl)oxy]ethyl}-5-(1H-pyrazol-1-yl)pyridin-2-ol